OC1NNC2=C(CC1OC)C=CC=C2 3-hydroxy-4-methoxy-tetrahydrobenzodiazepine